NCCC=1C=C(C=CC1)C(=O)N1CCC2=CC(=CC=C12)S(=O)(=O)N1CCN(CC1)C=1SC=C(N1)C (3-(2-aminoethyl)phenyl)(5-((4-(4-methylthiazol-2-yl)piperazin-1-yl)sulfonyl)indolin-1-yl)methanone